N1(CCOCC1)C(CN1CC(CCC1=O)C1=NNC(=C1)OCC1=CC=C(C=C1)C(N)=N)=O 4-{[(3-{1-[2-(morpholin-4-yl)-2-oxoethyl]-6-oxopiperidin-3-yl}-1H-pyrazol-5-yl)oxy]methyl}benzene-1-carboximidamide